S(=O)(=O)(OCCCCCCCCCCCC)[O-].[Pr+3].C(CCCCCCCCCCC)OS(=O)(=O)[O-].C(CCCCCCCCCCC)OS(=O)(=O)[O-] Praseodymium Dodecyl Sulfate